[O-]S(=O)(=O)C(F)(F)F.C(CCCCCC)[NH+]1CC(CCC1)CC 1-heptyl-3-ethylpiperidinium triflate